tert-butyl N-{3-[(2E)-2-[(2,6-dimethoxy-4-methylphenyl)imino]-9,10-dimethoxy-4-oxo-6H,7H-pyrimido[4,3-a]isoquinolin-3-yl]cyclobutyl}carbamate COC1=C(C(=CC(=C1)C)OC)\N=C\1/C=C2N(CCC3=CC(=C(C=C23)OC)OC)C(N1C1CC(C1)NC(OC(C)(C)C)=O)=O